N,N-dimethyl-1H-indole-6-sulfonamide CN(S(=O)(=O)C1=CC=C2C=CNC2=C1)C